NC=1NC(C=2N(C(N(C2N1)[C@@H]1O[C@@H]([C@@H]([C@H]1O)O)CO)=O)C/C=C/C(=O)OC)=O Methyl (E)-4-(2-amino-9-((2R,3R,4R,5R)-3,4-dihydroxy-5-(hydroxymethyl)tetrahydrofuran-2-yl)-6,8-dioxo-1,6,8,9-tetrahydro-7H-purin-7-yl)but-2-enoate